COC1=C(C=C(C=C1)OC)C(C(=O)O)=C 2,5-dimethoxyphenyl-acrylic acid